C(C)OC1=C(O[C@H]2CN(CCC2)C2=CC=CC(=N2)NC2=CC=CC(=N2)C=2C=C(C=CC2)CC(C(=O)O)(C)C)C=CC=C1 (R)-3-(3-(6-((6-(3-(2-ethoxyphenoxy)piperidin-1-yl)pyridin-2-yl)amino)pyridin-2-yl)phenyl)-2,2-dimethylpropanoic acid